ethyl-6-(1-methyl-2-oxobutyl)-4H-pyran-4-one C(C)C=1OC(=CC(C1)=O)C(C(CC)=O)C